C1(CC1)C1=CC=C(C=C1)N1N=C2CCNCC3C2=C1CCN3C(=O)OC(C)(C)C tert-butyl 2-(4-cyclopropylphenyl)-2,3,4,5a,6,7,8,9-octahydro-5H-1,2,5,7-tetraazabenzo[cd]azulene-5-carboxylate